ClC=1C=C(CCN2C[C@H]([C@@H](C2)C)COC2=CC=C(C=C2)N(S(=O)(=O)C)C)C=CC1 |r| rac-trans-N-(4-((1-(3-chlorophenethyl)-4-methylpyrrolidin-3-yl)methoxy)phenyl)-N-methylmethanesulfonamide